[N+](=O)([O-])OC(CO)CO[N+](=O)[O-] 2,3-dinitrooxy-1-propanol